3-butyl-2-cyclopropyl-3-hydroxy-2,3,4,5-tetrahydro-1H-isoindol-1-one C(CCC)C1(N(C(C=2C=CCCC12)=O)C1CC1)O